propan-2-yl (2S)-2-{[(2,3,4,5,6-pentafluorophenoxy)(phenoxy)phosphoryl]amino}propanoate FC1=C(OP(=O)(OC2=CC=CC=C2)N[C@H](C(=O)OC(C)C)C)C(=C(C(=C1F)F)F)F